C(C)OC(=O)C1=C(C=C(C=C1)C1=CC=CC=2CN(COC21)C(=O)OC(C)(C)C)N2CCOCC2 tert-Butyl 8-(4-ethoxycarbonyl-3-morpholin-4-ylphenyl)-2,4-dihydro-1,3-benzoxazine-3-carboxylate